1-(2-(benzyloxy)ethyl)-5-(pentan-3-ylcarbamoyl)-1H-pyrazole C(C1=CC=CC=C1)OCCN1N=CC=C1C(NC(CC)CC)=O